N-((1r,4R)-4-(3-chloro-4-cyanophenoxy)cyclohexyl)-6-((R)-3-((4-(4-(2,4-dioxotetrahydropyrimidin-1(2H)-yl)-1H-indol-1-yl)piperidin-1-yl)methyl)piperidin-1-yl)pyridazine-3-carboxamide ClC=1C=C(OC2CCC(CC2)NC(=O)C=2N=NC(=CC2)N2C[C@H](CCC2)CN2CCC(CC2)N2C=CC3=C(C=CC=C23)N2C(NC(CC2)=O)=O)C=CC1C#N